5-bromo-4-fluoro-1-((trimethylsilyl)oxy)-2,3-dihydro-1H-indene-1-carbonitrile BrC=1C(=C2CCC(C2=CC1)(C#N)O[Si](C)(C)C)F